o-benzenediethanol C1=CC=C(C(=C1)CCO)CCO